COC(CC1=C(C=C(C=C1C1=CC(=NC=C1)OS(=O)(=O)C(F)(F)F)F)C(C)C)=O (4-fluoro-2-isopropyl-6-(2-(((trifluoromethyl)sulfonyl)oxy)pyridin-4-yl)phenyl)acetic acid methyl ester